C(C)OC(CCN(SN(C(=O)NCCSC)C)CC1=CC=CC=C1)=O ethyl-(Z)-N-benzyl-N-([methyl (methyl-thioethyleneaminocarbonyl) amino] thio)-beta-alaninate